sodium 3-sulfopropylene acrylate C(C=C)(=O)[O-].S(=O)(=O)(O)CC=C.[Na+]